OC1=C(NC2=CC=CC=C12)O bishydroxyindole